C(CCC)OC1=CC=C(C=C1)S(=O)(=O)C=1C=NC2=CC=C(C=C2C1N1CCC(CC1)N1CCC(CC1)O)SC 1'-(3-((4-butoxyphenyl)sulfonyl)-6-(methylthio)quinolin-4-yl)-[1,4'-bipiperidin]-4-ol